FC(C1=CC=C(C=C1)C=1N=C(N2C1C=CC=C2)[C@H]2[C@@H](C2)C(=O)O)(F)F trans-2-(1-(4-(trifluoromethyl)phenyl)imidazo[1,5-a]pyridin-3-yl)cyclopropane-1-carboxylic acid